COC(C1=CC=C2C3(CC(NC2=N1)C3)NS(=O)(=O)CC)OC N-(7-(dimethoxymethyl)-1,2,3,4-tetrahydro-2,4-methylene-1,8-naphthyridin-4-yl)ethanesulfonamide